Tetramethyldisilylene(tetramethylcyclopentadienyl)indenyl-zirconium(IV) dichloride [Cl-].[Cl-].CC=1C(=C2C(=C(C(C2=CC1)[Zr-2](C1(C(=C(C(=C1)C)C)C)C)(=[SiH2])=[SiH2])C)C)C